C12CN(CC2C1)C1=NC=2N(C=C1)N=CC2N 5-(3-Azabicyclo[3.1.0]hexan-3-yl)pyrazolo[1,5-a]pyrimidin-3-amine